N-[(3,5-difluoropyridin-2-yl)methyl]-2-(3,3-dimethyl[1,4'-bipiperidin]-1'-yl)-1,3-thiazole-5-carboxamide FC=1C(=NC=C(C1)F)CNC(=O)C1=CN=C(S1)N1CCC(CC1)N1CC(CCC1)(C)C